C(C1=CC=CC=C1)OC(=O)N1CCC(CC1)(C(N)=O)NC(=O)OC(C)(C)C 4-((tert-Butoxycarbonyl)amino)-4-carbamoylpiperidine-1-carboxylic acid benzyl ester